1-[4-(azetidin-3-yloxy)-2,6-difluoro-phenyl]-2-[3-(tert-butyl-diphenyl-silyloxy)-2-fluoro-2-methyl-propyl]-6-fluoro-3-methyl-2,3,4,9-tetrahydro-1H-β-carboline N1CC(C1)OC1=CC(=C(C(=C1)F)C1N(C(CC=2C3=CC(=CC=C3NC12)F)C)CC(CO[Si](C1=CC=CC=C1)(C1=CC=CC=C1)C(C)(C)C)(C)F)F